P(=O)([O-])([O-])[O-] (+)-phosphate